N-acetylmethionine dihydroorotate C(C1CC(=O)NC(=O)N1)(=O)O.C(C)(=O)N[C@@H](CCSC)C(=O)O